CN1N=CC(=C1)C#CC1=CC=C2C=3C(=C(N(C(C13)=O)C1=CC=CC=C1)[C@H](C)NC(=O)C=1C(=NN3C1N=CC=C3)NS(N)(=O)=O)CCC2 (S)-N-(1-(9-((1-methyl-1H-pyrazol-4-yl)ethynyl)-1-oxo-2-phenyl-2,4,5,6-tetrahydro-1H-benzo[de]isoquinolin-3-yl)ethyl)-2-(sulfamoylamino)pyrazolo[1,5-a]pyrimidine-3-carboxamide